FC=1C(=NC=CC1)C(C)N(C(C(=O)OC)=O)CC1=NC=C(C=C1)OC(F)(F)F methyl 2-((1-(3-fluoropyridin-2-yl)ethyl)((5-(trifluoromethoxy)pyridin-2-yl)methyl)amino)-2-oxoacetate